{1-(2-morpholinoethyl)-1H-pyrazol-3-yl}pyrrolidine-2,4-dicarboxamide O1CCN(CC1)CCN1N=C(C=C1)N1C(CC(C1)C(=O)N)C(=O)N